CC1=C(C=CC=C1)OC(NC1=CC=CC=C1)=O N-phenylcarbamic acid (methylphenyl) ester